4-(3-((1S,4S)-2,5-diazabicyclo[2.2.2]octan-2-yl)-1-cyclopropyl-7-fluoro-4-methoxy-1H-pyrazolo[4,3-c]pyridin-6-yl)-5-ethynyl-6-fluoronaphthalen-2-ol [C@@H]12N(C[C@@H](NC1)CC2)C2=NN(C1=C2C(=NC(=C1F)C1=CC(=CC2=CC=C(C(=C12)C#C)F)O)OC)C1CC1